triethyl(methyl)-phosphonium C(C)[P+](C)(CC)CC